COC=1C=C(C=CC1)[C@@]12CO[C@@H]([C@H]1C(=O)O)C2 (1R,4S,5S)-4-(3-methoxyphenyl)-2-oxabicyclo[2.1.1]hexane-5-carboxylic acid